1-(3-(4-Chloro-2-fluorophenyl)-4-oxo-3,4-dihydrophthalazin-1-yl)azepane-3-carbonitrile ClC1=CC(=C(C=C1)N1N=C(C2=CC=CC=C2C1=O)N1CC(CCCC1)C#N)F